6-(benzylthio)-3-bromo-2-methylpyridine C(C1=CC=CC=C1)SC1=CC=C(C(=N1)C)Br